C1OCCCC12CCC(CC2)C2=C1N(N=C2CN(CCNC)C)CCC1 N1-((3-((6s,9s)-2-oxaspiro-[5.5]undecan-9-yl)-5,6-dihydro-4H-pyrrolo[1,2-b]-pyrazol-2-yl)methyl)-N1,N2-dimethylethane-1,2-diamine